CNCC[C@H](C1=CC=CC=C1)OCC1=CC(=CC=C1)N1CCN(CCC1)C (R)-N-methyl-3-((3-(4-methyl-1,4-diazepan-1-yl)benzyl)oxy)-3-phenylpropan-1-amine